3,5-dimethoxy-4-trideuteromethylphenethyl-amine COC=1C=C(CCN)C=C(C1C([2H])([2H])[2H])OC